O[C@H]1C(N(CC1)C1=CC2=C(C3=CN(N=C3CC2)CC2=CC=C(C=C2)OC)C=C1)=O (R)-3-hydroxy-1-(2-(4-methoxybenzyl)-4,5-dihydro-2H-benzo[e]indazol-7-yl)pyrrolidin-2-one